C1(CC1)C1=NN(C2=NC(=NC=C21)C=2C(=NC=NC2OC)C2CC2)CC2=C(N=C1N2CCC2=CC=CC=C12)C(F)(F)F ((3-cyclopropyl-6-(4-cyclopropyl-6-methoxypyrimidin-5-yl)-1H-pyrazolo[3,4-d]pyrimidin-1-yl)methyl)-2-(trifluoromethyl)-5,6-dihydroimidazo[2,1-a]isoquinoline